CC(C(=O)O)(C[C@H]1CN(C2=C(O1)C=CC(=C2)C2=NC(=CC=C2)C(F)(F)F)S(=O)(=O)C2=CC(=CC=C2)C(F)(F)F)C (S)-2,2-dimethyl-3-(4-((3-(trifluoromethyl)phenyl)sulfonyl)-6-(6-(trifluoromethyl)pyridin-2-yl)-3,4-dihydro-2H-benzo[b][1,4]oxazin-2-yl)propanoic acid